2,5-difluorobenzoic acid FC1=C(C(=O)O)C=C(C=C1)F